COC=1C(=CC=2[C@@H]3N(N4C(C2C1)=CC(C(=C4)C(=O)OCC)=O)C(CC3)(C)C)OS(=O)(=O)C(F)(F)F Ethyl (R)-11-methoxy-3,3-dimethyl-8-oxo-12-(((trifluoromethyl)sulfonyl)oxy)-2,3,8,13b-tetrahydro-1H-pyrido[2,1-a]pyrrolo[1,2-c]phthalazine-7-carboxylate